ClC=1C(=NC(=NC1)NC1CCOCC1)C=1N=C2N(CCN(C2=O)[C@H](C(=O)N[C@H](CO)C2=CC(=CC(=C2)OC)F)C)C1 (S)-2-(2-(5-Chloro-2-((tetrahydro-2H-pyran-4-yl)amino)pyrimidin-4-yl)-8-oxo-5,6-dihydroimidazo[1,2-a]pyrazin-7(8H)-yl)-N-((S)-1-(3-fluoro-5-methoxyphenyl)-2-hydroxyethyl)propanamide